CC1CCC(N(C1)C(C(=O)OCC(F)(F)F)=O)C=1N(N=CC1)C 2,2,2-Trifluoroethyl 2-[5-methyl-2-(2-methylpyrazol-3-yl)-1-piperidyl]-2-oxo-acetate